FC(C1=NN=C(O1)C1=CC=C(CN2C(C3=CC=CC=C3C2=O)=O)C=C1)F 2-(4-(5-(difluoromethyl)-1,3,4-oxadiazol-2-yl)benzyl)isoindoline-1,3-dione